(3-((7-(Benzylamino)-3-iso-propylpyrazolo[1,5-a]pyrimidin-5-ylamino)methyl)pyrrolidin-3-yl)methanol hydrochloride Cl.C(C1=CC=CC=C1)NC1=CC(=NC=2N1N=CC2C(C)C)NCC2(CNCC2)CO